Gluconate O=C([C@H](O)[C@@H](O)[C@H](O)[C@H](O)CO)[O-]